Benzyl 1-ethyl-6-oxo-1,6-dihydropyridine-3-carboxylate C(C)N1C=C(C=CC1=O)C(=O)OCC1=CC=CC=C1